4-amino-9-(2-((1R,3S,5R)-3-((6-bromopyridin-2-yl)carbamoyl)-2-azabicyclo[3.1.0]hex-2-yl)-2-oxoethyl)-9H-pyrimido[4,5-b]indole-5-carboxylic acid NC1=NC=NC=2N(C=3C=CC=C(C3C21)C(=O)O)CC(=O)N2[C@@H]1C[C@@H]1C[C@H]2C(NC2=NC(=CC=C2)Br)=O